6-(Cyclopropanecarboxamido)-N-(methyl-d3)-4-((4-oxo-1-propyl-5-(2,2,2-trifluoroethyl)-4,5-dihydro-1H-pyrazolo[4,3-c]pyridin-3-yl)amino)nicotinamide C1(CC1)C(=O)NC1=NC=C(C(=O)NC([2H])([2H])[2H])C(=C1)NC1=NN(C2=C1C(N(C=C2)CC(F)(F)F)=O)CCC